2-((2,4-Dimethoxybenzyl)amino)-6-fluoro-4-hydroxybenzoic acid methyl ester COC(C1=C(C=C(C=C1F)O)NCC1=C(C=C(C=C1)OC)OC)=O